N-(2-aminobenzyl)-2-acetylenyl-thiazole-4-carboxamide NC1=C(CNC(=O)C=2N=C(SC2)C#C)C=CC=C1